1-(2-bromo-4-fluorophenyl)ethan-1-ol BrC1=C(C=CC(=C1)F)C(C)O